NC1=C(C=CC(=C1)OC)C=1C=C2C=CC(=CC2=C(C1O)O)O 6-(2-amino-4-methoxyphenyl)-7,8-dihydroxynaphthalen-2-ol